(E)-N-(4-(1-(6-(4-(3-((2-(2,6-dioxopiperidin-3-yl)-1-oxoisoindolin-4-yl)thio)propyl)piperazin-1-yl)nicotinoyl)piperidin-4-yl)butyl)-3-(pyridin-3-yl)acrylamide O=C1NC(CCC1N1C(C2=CC=CC(=C2C1)SCCCN1CCN(CC1)C1=NC=C(C(=O)N2CCC(CC2)CCCCNC(\C=C\C=2C=NC=CC2)=O)C=C1)=O)=O